COC1=CC(=C(C=C1)C1=CC=C(C=C1)C1=CC=C(C=C1)OCCCCC)OCCCCCCCCCCCCS 12-((4-methoxy-4''-(pentyloxy)-[1,1':4',1''-terphenyl]-2-yl)oxy)dodecane-1-thiol